Cl.CN1N=CC(=C1)NC=1C=2CNCC2C=CC1 N-(1-methyl-1H-pyrazol-4-yl)isoindolin-4-amine hydrochloride